CSC1=CC(=CC(=N1)C1=CNC2=CN=C(C=C21)NC(C)=O)C2=CC=CC=C2 N-(3-(6-(methylthio)-4-phenylpyridin-2-yl)-1H-pyrrolo[2,3-c]pyridin-5-yl)acetamide